2-(2-amino-5-bromo-benzoyl)pyridine hydrochloride Cl.NC1=C(C(=O)C2=NC=CC=C2)C=C(C=C1)Br